FC=1C=C(C=CC1F)[C@H]1[C@@H](CN(C1)CCOC)NC(=O)NC=1C(=NN(C1)C1=CC=CC=C1)C(F)(F)F 1-((3s,4r)-4-(3,4-difluorophenyl)-1-(2-methoxyethyl)pyrrolidin-3-yl)-3-(1-phenyl-3-(trifluoromethyl)-1H-pyrazol-4-yl)urea